C(C)S(=O)(=O)C=1C=C(C=NC1C1=COC2=CC(=CC=C2C1=O)C(F)(F)F)C1(CC1)C#N 1-[5-ethylsulfonyl-6-[4-oxo-7-(trifluoromethyl)chromen-3-yl]-3-pyridyl]cyclopropane-carbonitrile